Methyl 6-bromo-1-(tetrahydro-2H-pyran-2-yl)-1H-indazole-4-carboxylate BrC=1C=C(C=2C=NN(C2C1)C1OCCCC1)C(=O)OC